ClC=1C=NN(C(C1)=O)CC(=O)NC=1C=CC(=C(C1)S(=O)(=O)NCCC1=CC=C(C(=O)O)C=C1)C 4-[2-[[5-[[2-(4-chloro-6-oxo-pyridazin-1-yl)acetyl]amino]-2-methyl-phenyl]sulfonylamino]ethyl]benzoic acid